(3S,8S,9S,10R,13R,14R,17R)-3-ethyl-l-7-((2R,5R)-5-hydroxy-6-methylheptan-2-yl)-10-methyl-2,3,4,7,8,9,10,11,12,13,14,15,16,17-tetradecahydro-1H-cyclopenta[a]phenanthren-3-ol C(C)[C@@]1(CC[C@@]2([C@H]3CC[C@H]4CCC[C@H]4[C@H]3C(C=C2C1)[C@H](C)CC[C@H](C(C)C)O)C)O